NCCCO 3-Amino-1-propanol